5-{2-amino-[1,2,4]triazolo[1,5-a]pyridin-7-yl}-2-ethoxy-N-(3-phenylbutyl)pyridine-3-carboxamide NC1=NN2C(C=C(C=C2)C=2C=C(C(=NC2)OCC)C(=O)NCCC(C)C2=CC=CC=C2)=N1